N-(4-(2-fluorophenyl)-2-(3-oxocyclopentyl)pyridin-3-yl)-2-isopropylpyrimidine-5-carboxamide FC1=C(C=CC=C1)C1=C(C(=NC=C1)C1CC(CC1)=O)NC(=O)C=1C=NC(=NC1)C(C)C